4-[6-amino-4-ethyl-5-(4-hydroxyphenyl)-3-pyridinyl]benzamide NC1=C(C(=C(C=N1)C1=CC=C(C(=O)N)C=C1)CC)C1=CC=C(C=C1)O